C1(=CC=CC=C1)C=1C(=C(C=CC1)OS(=O)(=O)C(F)(F)F)C1=CC=CC=C1.BrC1=CC2=C(C(N(N=C2C(C)C)CC(=O)N[C@H]2CN(CCC2)C2CCC2)=O)S1 (2-bromo-4-isopropyl-7-oxo-thieno[2,3-d]pyridazin-6-yl)-N-[(3R)-1-cyclobutyl-3-piperidinyl]acetamide {(1,1':2',1''-terphenyl)-3'-yl}trifluoromethanesulfonate